C1(CC1)C(C#CC=1C2=C(C(N(C1)C)=O)NC(=C2C=2OC(=NN2)CC)C)(C)O 4-(3-cyclopropyl-3-hydroxy-but-1-ynyl)-3-(5-ethyl-1,3,4-oxadiazol-2-yl)-2,6-dimethyl-1H-pyrrolo[2,3-c]pyridin-7-one